FC1C([C@@H]2[C@]3([C@H]([C@@H]([C@@](C[C@H]([C@]2([C@@H](CC3)C)C)[C@@H](C(=O)[O-])OS(=O)(=O)C3=CC=C(C)C=C3)(C=C)C)OC=O)C)C1)=O (2S,3aR,4R,5R,7S,8S,9R,9aS,12R)-2-fluoro-8-(formyloxy)-4,7,9,12-tetramethyl-3-oxo-7-vinyldecahydro-4,9a-propanocyclopenta[8]annulen-5-yl-2-(tosyloxy)acetate